C(N)(=N)C=1C=C(SC1)CNC(=O)[C@H]1N(CC2(OCCO2)C1)C(CNC(C1=NC=C(C=C1)C1=CC=CC=C1)=O)=O (S)-N-((4-carbamimidoylthiophen-2-yl)methyl)-7-((5-phenylpicolinoyl)glycyl)-1,4-dioxa-7-azaspiro[4.4]nonane-8-carboxamide